tert-Butyl N-[2-[(7-cyano-2-formyl-2,3-dihydro-1H-inden-5-yl)oxy]ethyl]carbamate C(#N)C=1C=C(C=C2CC(CC12)C=O)OCCNC(OC(C)(C)C)=O